tri-methyl-ammonium tetra(pentafluorophenyl)borate FC1=C(C(=C(C(=C1[B-](C1=C(C(=C(C(=C1F)F)F)F)F)(C1=C(C(=C(C(=C1F)F)F)F)F)C1=C(C(=C(C(=C1F)F)F)F)F)F)F)F)F.C[NH+](C)C